tert-Butyl (S)-2-((4-methyl-3-((1-(7-(pyridin-3-yl)quinolin-5-yl)cyclopropyl)carbamoyl)phenoxy)methyl)azetidine-1-carboxylate CC1=C(C=C(OC[C@H]2N(CC2)C(=O)OC(C)(C)C)C=C1)C(NC1(CC1)C1=C2C=CC=NC2=CC(=C1)C=1C=NC=CC1)=O